4-[3-(1-ethyl-3-methyl-1H-pyrazol-5-yl)-1H-1,2,4-triazol-5-yl]-1-{2-[(1S,4S)-2-oxa-5-azabicyclo[2.2.1]heptan-5-yl]ethyl}-1H-indazole-6-carboxamide C(C)N1N=C(C=C1C1=NNC(=N1)C1=C2C=NN(C2=CC(=C1)C(=O)N)CCN1[C@@H]2CO[C@H](C1)C2)C